C(=O)(O)COC1=C(C(=O)O)C=CC(=C1)Cl 2-(carboxylmethoxy)-4-chlorobenzoic acid